C1(CC1)N1N=CC(=C1)[C@H]1O[C@H](CN(C1)C1=NC2=NC(=C(N=C2C(=N1)C1=C(C=C(C=C1)F)F)C)C)C(O)([C@H]1CN(C[C@H](O1)C=1C=NN(C1)C1CC1)C1=NC2=NC(=C(N=C2C(=N1)C1=C(C=C(C=C1)F)F)C)C)[C@H]1CN(C[C@H](O1)C=1C=NN(C1)C1CC1)C1=NC2=NC(=C(N=C2C(=N1)C1=C(C=C(C=C1)F)F)C)C TriS[(2R,6R)-6-(1-cyclopropylpyrazol-4-yl)-4-[4-(2,4-difluorophenyl)-6,7-dimethyl-pteridin-2-yl]morpholin-2-yl]methanol